COC(=O)C1C(C2=CC=CC(=C2C1)C)=O.OCCN1C=NC2=C1C=CC=C2 1-(2-hydroxyethyl)benzimidazole methyl-4-methyl-1-oxo-indane-2-carboxylate